N-(4-(4-methylpiperazin-1-yl)phenyl)-2-oxo-4-((3,3,8-trimethyl-2,3-dihydro-1H-pyrido[2,3-b][1,4]oxazin-7-yl)amino)-1,2-dihydropyridine-3-carboxamide CN1CCN(CC1)C1=CC=C(C=C1)NC(=O)C=1C(NC=CC1NC1=C(C2=C(OC(CN2)(C)C)N=C1)C)=O